ClC=1C=C(C=CC1)[C@@H](CO)NC(=O)NC=1C=NN(C1)C1=NC(=NC=C1)NC1=C(C=CC=C1)Cl (S)-1-(1-(3-chlorophenyl)-2-hydroxyethyl)-3-(1-(2-((2-chlorophenyl)amino)pyrimidin-4-yl)-1H-pyrazol-4-yl)urea